(S)-2-chloro-7-((R)-1-methoxyethyl)-5,8-dimethyl-7,8-dihydropteridin-6(5H)-one ClC1=NC=2N([C@H](C(N(C2C=N1)C)=O)[C@@H](C)OC)C